C(#N)C1=CC=C(C(=O)N2CCN(CC2)C(=O)OC(C)(C)C)C=C1 tert-butyl 4-(4-cyanobenzoyl)piperazine-1-carboxylate